CN1[C@@H]([C@H](CC1=O)C(=O)NCCOCCOCCNC(=O)C1CCN(CC1)C1=CC=C(C(=O)OC)C=C1)C=1C=NC=CC1 methyl 4-(4-((2-(2-(2-((2S,3S)-1-methyl-5-oxo-2-(pyridin-3-yl)pyrrolidine-3-carboxamido)ethoxy)ethoxy)ethyl)carbamoyl)piperidin-1-yl)benzoate